4-(trifluoromethanesulfonyloxy)-2,3-dihydropyrrole-1,2-dicarboxylic acid 1-tert-butyl ester 2-methyl ester COC(=O)C1N(C=C(C1)OS(=O)(=O)C(F)(F)F)C(=O)OC(C)(C)C